CC1=C(C=C(C(=O)NC2=NN(C=N2)C(C)C)C=C1)C#CC=1C=NC=CC1 4-methyl-N-[1-(propan-2-yl)-1H-1,2,4-triazol-3-yl]-3-[2-(pyridin-3-yl)ethynyl]benzamide